(R)-2-(4-(4,4,5,5-Tetramethyl-1,3,2-dioxaborolan-2-yl)-1H-pyrazol-1-yl)propan CC1(OB(OC1(C)C)C=1C=NN(C1)C(C)C)C